COC(C1=C(C=C(C(=C1)C1CC1)COCC1(CN(C1)C(CC)C1=CC(=CC(=C1)Cl)Cl)F)F)=O.N1=C(C=CC=C1)N1C(SC=C1C=1C=C(C(=O)NCCCCN2C(C=CC2=O)=O)C=CC1)=O 3-(3-(2-pyridyl)-4-thiazolinonyl)-N-(4-maleimidobutyl)benzamide methyl-5-cyclopropyl-4-(((1-(1-(3,5-dichlorophenyl)propyl)-3-fluoroazetidin-3-yl)methoxy)methyl)-2-fluorobenzoate